(Nitroxy)butanoic acid O([N+](=O)[O-])C(C(=O)O)CC